BrC1=CC2=C(N=C(S2)C2CCN(CC2)C2=C(C(N(C3=CC=CC=C23)C)=O)C#N)C=C1 4-[4-(6-bromo-1,3-benzothiazol-2-yl)piperidin-1-yl]-1-methyl-2-oxo-1,2-dihydroquinoline-3-carbonitrile